5-[2-(2-ethoxyphenylamino)-1-hydroxyethyl]-1,3,4-oxadiazole-2(3H)-thione C(C)OC1=C(C=CC=C1)NCC(O)C1=NNC(O1)=S